tert-Butyl (1-(4-(4-((3-(tert-butyl)-1,2,4-oxadiazole-5-carboxamido)methyl)-2-fluoro-3-methylphenyl)pyridin-3-yl)piperidin-3-yl)(methyl)carbamate C(C)(C)(C)C1=NOC(=N1)C(=O)NCC1=C(C(=C(C=C1)C1=C(C=NC=C1)N1CC(CCC1)N(C(OC(C)(C)C)=O)C)F)C